OC=1C(=C(C(=C(C1)C#CC(=O)O)O)O)O tetrahydroxybenzenepropiolic acid